ClC1=C(C(=CC=C1Cl)O)[C@H]1C[C@@H]2N(C(CN(C2)C(CO)CO)=O)CC1 (8R,9aS)-8-(2,3-dichloro-6-hydroxyphenyl)-2-(1,3-dihydroxypropan-2-yl)-hexahydro-1H-pyrido[1,2-a]pyrazin-4-one